3-(3-(2,2-difluoroethyl)-7-((1-methylpiperidin-4-yl)amino)-1-oxidobenzo[b]thiophen-2-yl)prop-2-yn FC(CC=1C2=C(S(C1C#CC)=O)C(=CC=C2)NC2CCN(CC2)C)F